5-(r-(cyclopropylmethyl)-[1,4'-bipiperidin]-4-yl)-7-fluoro-1-methyl-2-(4-(methylsulfonyl)phenyl)-1H-benzo[d]imidazole C1(CC1)C[C@H]1N(CCC(C1)C1=CC2=C(N(C(=N2)C2=CC=C(C=C2)S(=O)(=O)C)C)C(=C1)F)C1CCNCC1